C(#N)[C@H](C[C@H]1C(NCC1)=O)NC([C@H](CC(C)C)N1C(C2=CC=CC(=C2C=C1)OC)=O)=O (S)-N-((S)-1-cyano-2-((S)-2-oxopyrrolidin-3-yl)ethyl)-2-(5-methoxy-1-oxoisoquinolin-2-yl)-4-methylpentanamide